5-(3-(1-(1-(3-Bromo-2-fluorophenyl)ethyl)-1H-pyrazol-3-yl)-4-fluorophenoxy)-6-fluoro-4-(methylthio)-1H-indole BrC=1C(=C(C=CC1)C(C)N1N=C(C=C1)C=1C=C(OC=2C(=C3C=CNC3=CC2F)SC)C=CC1F)F